C(C1=CC=CC=C1)N1N=NC(=C1)C1=CC(=CC=C1)C 1-benzyl-4-m-methylphenyl-1,2,3-triazole